(5-(2-chlorophenyl)-2,2-dimethyl-1,3-dioxolan-4-yl) ethylaminosulfonate C(C)NS(=O)(=O)OC1OC(OC1C1=C(C=CC=C1)Cl)(C)C